NC1=C(C2=C(S1)C(=CC=C2C2=C(C=C1C(=NC(=NC1=C2F)OC[C@]21CCCN1C[C@@H](C2)F)N2CCC(CCCC2)C(=O)OC)Cl)F)C#N methyl 1-(7-(2-amino-3-cyano-7-fluorobenzo[b]thiophen-4-yl)-6-chloro-8-fluoro-2-(((2R,7aS)-2-fluorotetrahydro-1H-pyrrolizin-7a(5H)-yl)methoxy)quinazolin-4-yl)azocane-4-carboxylate